2-[4-[3-(4-Ethylphenyl)prop-2-enoyl]phenyl]acetic acid C(C)C1=CC=C(C=C1)C=CC(=O)C1=CC=C(C=C1)CC(=O)O